6-hydroxy-4-methylheptylbenzyloxymethyl ether OC(CC(CCCC(OCC1=CC=CC=C1)OC(CCCC(CC(C)O)C)OCC1=CC=CC=C1)C)C